C(C1=CC=CC=C1)N[C@@H]1C(O)O[C@@H]([C@H]([C@@H]1O)O)CO N-benzyl-mannosamine